4-(5-ethoxypyridin-3-yl)naphthalene-1-carbaldehyde C(C)OC=1C=C(C=NC1)C1=CC=C(C2=CC=CC=C12)C=O